CC1=CC=CC=C1[O-].[Na+] sodium o-cresolate